C(C)(C)(C)N=[Nb](N(CC)CC)(N(CC)CC)N(CC)CC t-butyliminotris(diethylamino)niobium